C(#N)C=1C=C(C=NC1)COC1=C(CN[C@H](CO)C(=O)O)C=C(C(=C1)NCC1=C(C(=CC=C1)C1=CC2=C(OCCO2)C=C1)C)C (2-((5-cyanopyridin-3-yl)methoxy)-4-((3-(2,3-dihydrobenzo[b][1,4]dioxin-6-yl)-2-methylbenzyl)amino)-5-methylbenzyl)-D-serine